(1s,4s)-4-(3-chloroanilino)-2'-(furan-3-yl)spiro[cyclohexane-1,1'-indene]-4-carboxylic acid ClC=1C=C(NC2(CCC3(C(=CC4=CC=CC=C34)C3=COC=C3)CC2)C(=O)O)C=CC1